Cl.Cl.Cl.C(C)N(C1=C2N=CN(C2=NC=N1)CCC[C@H]1NCCC[C@@H]1O)CC (2R,3S)-2-(3-(6-(diethylamino)-9H-purin-9-yl)propyl)piperidin-3-ol trihydrochloride